2-Bromo-1-fluoro-4-iodobenzene BrC1=C(C=CC(=C1)I)F